(P)-2-[4-[4-(aminomethyl)-8-ethoxy-1-oxo-2H-phthalazin-6-yl]-2-methyl-pyrazol-3-yl]-3-fluoro-4-methyl-naphthalene-1-carbonitrile NCC1=NNC(C2=C(C=C(C=C12)C1=C(N(N=C1)C)C1=C(C2=CC=CC=C2C(=C1F)C)C#N)OCC)=O